4,4-bis-dimethylaminobenzhydryl benzyl ether C(C1=CC=CC=C1)OC(C1=CCC(C=C1)(N(C)C)N(C)C)C1=CC=CC=C1